(1,3-dioxoisoindolin-2-yl) 1,4-dioxane-2-carboxylate O1C(COCC1)C(=O)ON1C(C2=CC=CC=C2C1=O)=O